P(=O)([O-])([O-])[O-].[NH4+].[NH4+].[NH4+].FC1=CC=C(C=C1)C1=NC2=CC=C(C=C2C=C1)O (4-fluorophenyl)quinolin-6-ol Triammonium phosphate